O=C1NC(CCC1N1C(N(C2=C1C=CC(=C2)/C=C/COCCOCC(=O)OC(C)(C)C)C)=O)=O 1-Tert-butyl 2-[2-[(E)-3-[1-(2,6-dioxo-3-piperidyl)-3-methyl-2-oxo-benzimidazol-5-yl]allyloxy]ethoxy]acetate